3-(3-(4,6-dimethoxypyrimidin-2-yl)-6-fluoro-2-oxo-2,3-dihydrobenzothiazol-5-yl)-5-(isopropylidene)oxazolidine-2,4-dione COC1=NC(=NC(=C1)OC)N1C(SC2=C1C=C(C(=C2)F)N2C(OC(C2=O)=C(C)C)=O)=O